NC1=C(C=2C(=NC=C(C2S1)F)C=1C2=C(C=3C=NC(=NC3C1F)N1CC3N(CCCC3C1)C)COC2)C#N 2-Amino-7-fluoro-4-(5-fluoro-3-(1-methylocta-hydro-6H-pyrrolo[3,4-b]pyridin-6-yl)-7,9-dihydrofuro[3,4-f]quinazolin-6-yl)thieno[3,2-c]pyridine-3-carbonitrile